C(C)(C)(C)OC(=O)NC=1N=C2N(C=C(N=C2CNC(OC(C)(C)C)=O)C)C1 tert-butyl N-[[2-(tert-butoxycarbonylamino)-6-methyl-imidazo[1,2-a]pyrazin-8-yl]methyl]carbamate